COC1=CC2=C(NC(=N2)[S@@](=O)CC2=NC=C(C(=C2C)OC)C)C=C1 (S)-5-methoxy-2-[(4-methoxy-3,5-dimethyl-2-pyridyl)-methyl]sulfinyl-1H-benzimidazole